N-tert-butyl-2-[(2-{4-[(1-hydroxy-2-methylpropan-2-yl)oxy]pyridin-2-yl}-5H,6H,7H-cyclopenta[d]pyrimidin-4-yl)(methyl)amino]acetamide C(C)(C)(C)NC(CN(C)C=1C2=C(N=C(N1)C1=NC=CC(=C1)OC(CO)(C)C)CCC2)=O